[Si](C)(C)(C(C)(C)C)O[C@H]1CN(CCC1)C1=C(C=C2C(=N1)N=C(S2)N2CCOCC2)NC(=O)C=2N=C(OC2)C2=CC(=NC=C2)C (R)-N-(5-(3-((tert-butyldimethylsilyl)oxy)piperidin-1-yl)-2-morpholinothiazolo[4,5-b]pyridin-6-yl)-2-(2-methylpyridin-4-yl)oxazole-4-carboxamide